N-{[3,5-difluoro-2-(tetrahydropyran-3-yloxy)phenyl]methyl}-5-{2-acetamidoimidazo[1,2-b]pyridazin-6-yl}-2-methylpyridine-3-carboxamide FC=1C(=C(C=C(C1)F)CNC(=O)C=1C(=NC=C(C1)C=1C=CC=2N(N1)C=C(N2)NC(C)=O)C)OC2COCCC2